N-[4-fluoro-5-[4-(4-methylpiperazine-1-carbonyl)-1,3-thiazol-2-yl]-2-[rac-(3R,5S)-3,4,5-trimethylpiperazin-1-yl]phenyl]-6-oxo-4-(trifluoromethyl)-1H-pyridine-3-carboxamide FC1=CC(=C(C=C1C=1SC=C(N1)C(=O)N1CCN(CC1)C)NC(=O)C1=CNC(C=C1C(F)(F)F)=O)N1C[C@H](N([C@H](C1)C)C)C |r|